NC1=NC=C(C(=C1C1=CC=C(C=C1)O)CC)C1=CC=C(C=C1)N 4-[2-amino-5-(4-aminophenyl)-4-ethyl-3-pyridinyl]phenol